4-(3-(2-methylpyridin-4-yl)-1H-indazol-5-yl)-1-(2-morpholinoethyl)pyridin-2(1H)-one CC1=NC=CC(=C1)C1=NNC2=CC=C(C=C12)C1=CC(N(C=C1)CCN1CCOCC1)=O